(1R,2S,5S)-6,6-Dimethyl-N-[(1S)-1-(2-amino-2-oxo-ethyl)prop-2-ynyl]-3-[1-[4-(trifluoromethoxy)phenyl]cyclopropanecarbonyl]-3-azabicyclo[3.1.0]hexane-2-carboxamide CC1([C@H]2CN([C@@H]([C@@H]12)C(=O)N[C@H](C#C)CC(=O)N)C(=O)C1(CC1)C1=CC=C(C=C1)OC(F)(F)F)C